OCC1=CC=CC=C1C1OCCC1 6-(hydroxymethyl)-2-phenyl-tetrahydrofuran